copper (II) oxide lanthanum (III) [La+3].[Cu]=O